BrC1=C(N=C(O1)C1=C(C=CC=C1Cl)Cl)C#N 5-bromo-2-(2,6-dichlorophenyl)-oxazole-4-carbonitrile